1-(4-(1-(2,6-dioxopiperidin-3-yl)-3-methyl-2-oxo-2,3-dihydro-1H-benzo[d]imidazol-5-yl)phenyl)piperidine-4-carbaldehyde O=C1NC(CCC1N1C(N(C2=C1C=CC(=C2)C2=CC=C(C=C2)N2CCC(CC2)C=O)C)=O)=O